2-(2-methoxy-5-(4,5-dioxobenzofuran-2-yl)phenyl)-N,N-dimethylacetamide COC1=C(C=C(C=C1)C=1OC2=C(C1)C(C(C=C2)=O)=O)CC(=O)N(C)C